tert-Butyl (4S)-2,2-dimethyl-4-[3-(4-pyridyl)-3-[(2,2,2-trifluoroacetyl)amino]propyl]pyrrolidine-1-carboxylate CC1(N(C[C@H](C1)CCC(NC(C(F)(F)F)=O)C1=CC=NC=C1)C(=O)OC(C)(C)C)C